2-(4-cyclopropyl-6-methoxypyrimidin-5-yl)-5,7-dimethyl-8-(4-(1-methyl-4-(trifluoromethyl)-1H-imidazol-2-yl)benzyl)-7,8-dihydropteridin C1(CC1)C1=NC=NC(=C1C1=NC=2N(C(CN(C2C=N1)C)C)CC1=CC=C(C=C1)C=1N(C=C(N1)C(F)(F)F)C)OC